[Cl-].[N+](=[N-])=C1N=NC=N1 3-diazo-1,2,4-triazole chloride salt